2-(piperazin-1-yl)-N-(4-(thiazol-5-yl)phenyl)pyrimidin-4-amine N1(CCNCC1)C1=NC=CC(=N1)NC1=CC=C(C=C1)C1=CN=CS1